(6-(4-bromo-2-fluoropyridin-3-yl)-6-oxohex-1-en-3-yl)carbamic acid tert-butyl ester C(C)(C)(C)OC(NC(C=C)CCC(=O)C=1C(=NC=CC1Br)F)=O